isonicotinic acid (4-pyridinecarboxylate) N1=CC=C(C=C1)C(=O)O.C(C1=CC=NC=C1)(=O)O